COC(=O)C=1C=NN2C1N=CC=C2N(CC2=CC=CC=C2)CC2=CC=CC=C2 7-(dibenzylamino)pyrazolo[1,5-a]pyrimidine-3-carboxylic acid methyl ester